FC(C(=O)N1CC2(C1)CN(C2)C2=CC=C(C=C2)NC(OC(C)(C)C)=O)(F)F tert-butyl N-[4-[2-(2,2,2-trifluoroacetyl)-2,6-diazaspiro[3.3]heptan-6-yl]phenyl]carbamate